(S)-1-(tert-butoxycarbonyl)-7-(4-fluorobenzyl)-2-methyl-2,3-dihydro-1H-pyrido[2,3-b][1,4]oxazine 5-oxide C(C)(C)(C)OC(=O)N1C=2C(OC[C@@H]1C)=[N+](C=C(C2)CC2=CC=C(C=C2)F)[O-]